C(C)(C)(C)OC(=O)N1CC(CC1)C(=O)N1CC[C@H](CCC1)[C@@H](O)C1=C(C(=CC=C1O)Cl)Cl 3-[(4S)-4-[(R)-(2,3-dichloro-6-hydroxyphenyl)(hydroxy)methyl]Azepane-1-carbonyl]Pyrrolidine-1-carboxylic acid tert-butyl ester